OCCOC(C(C)(C)C)=O.[NH4+] ammonium hydroxyethyltrimethylacetate